N-[(1R)-1-[3-Methoxy-5-(1-methylpyrazol-4-yl)phenyl]ethyl]-2-methyl-5-(2-methyl-1,3,3a,4,6,6a-hexahydropyrrolo[3,4-c]pyrrol-5-yl)benzamide COC=1C=C(C=C(C1)C=1C=NN(C1)C)[C@@H](C)NC(C1=C(C=CC(=C1)N1CC2C(C1)CN(C2)C)C)=O